CC[C@H](C)[C@@H](C(=O)N[C@@H](CC1=CN=CN1)C(=O)N2CCC[C@H]2C(=O)N[C@@H](CC3=CC=CC=C3)C(=O)N[C@@H](CC4=CN=CN4)C(=O)N[C@@H](CC(C)C)C(=O)[O-])NC(=O)[C@H](CC5=CC=C(C=C5)O)NC(=O)[C@H](C(C)C)NC(=O)[C@H](CCC[NH+]=C(N)N)NC(=O)[C@H](CC(=O)[O-])[NH3+] The molecule is a peptide zwitterion that is the dizwitterionic form of angiotensin I having both carboxy groups deprotonated and the aspartyl amino group and arginine side-chain protonated. It is the major species at pH 7.3. It has a role as a human metabolite. It is a tautomer of an angiotensin I.